CC=1C(=C2C=NNC2=CC1)C1=C(C=C2C=NC(=NC2=C1)OC[C@H]1N(CCC1)C)OC(F)(F)F 7-(5-methyl-1H-indazol-4-yl)-2-(((S)-1-methylpyrrolidin-2-yl)methoxy)-6-(trifluoromethoxy)quinazolin